2-(2,6-bis(benzyloxy)pyridin-3-yl)-5-(4,4,5,5-tetramethyl-1,3,2-dioxaborolan-2-yl)isoindolin-1-one C(C1=CC=CC=C1)OC1=NC(=CC=C1N1C(C2=CC=C(C=C2C1)B1OC(C(O1)(C)C)(C)C)=O)OCC1=CC=CC=C1